6-chloro-3-(2-methylpyridin-4-yl)-5-((3aR,5s,6aS)-2-(oxetan-3-yl)octahydrocyclopenta[c]pyrrol-5-yl)-1H-indazole ClC1=C(C=C2C(=NNC2=C1)C1=CC(=NC=C1)C)C1C[C@@H]2[C@@H](CN(C2)C2COC2)C1